1-(7-(4-carboxybenzyl)-6-oxo-6,7-dihydro-1H-purin-2-yl)-1H-pyrazole-4-carboxylic acid C(=O)(O)C1=CC=C(CN2C=NC=3N=C(NC(C23)=O)N2N=CC(=C2)C(=O)O)C=C1